4-[3-[2,6-Dichloro-4-[6-(2-methoxyethoxy)-2-azaspiro[3.3]heptan-2-yl]benzoyl]-2,4-dihydro-1,3-benzoxazin-8-yl]-5-fluoro-2-(3-oxa-8-azabicyclo[3.2.1]octan-8-yl)benzoic acid ClC1=C(C(=O)N2COC3=C(C2)C=CC=C3C3=CC(=C(C(=O)O)C=C3F)N3C2COCC3CC2)C(=CC(=C1)N1CC2(C1)CC(C2)OCCOC)Cl